COC([C@@H](CCCCNC(=O)OC(C)(C)C)NC([C@@H](CCC(NC(C1=CC=CC=C1)(C1=CC=CC=C1)C1=CC=CC=C1)=O)OCC1C2=CC=CC=C2C=2C=CC=CC12)=O)=O (2R)-6-(tert-Butoxycarbonylamino)-2-[[(2R)-2-(9H-fluoren-9-ylmethoxy)-5-oxo-5-(tritylamino)pentanoyl]amino]hexanoic acid methyl ester